C12COCC(CN(C1)CC1=C(C3=C(N=NC(=C3)C3=C(C(=CC=C3)F)O)N1)C1CC1)N2 2-(6-((3-oxa-7,9-diazabicyclo[3.3.1]nonan-7-yl)methyl)-5-cyclopropyl-7H-pyrrolo[2,3-c]pyridazin-3-yl)-6-fluorophenol